COC(NC1=C2C(=NC=3C=C(C(=CC13)N)F)C1=CC3=C(C(N1C2)=O)COC([C@]3(O)CC)=O)=O (S)-(9-amino-4-ethyl-8-fluoro-4-hydroxy-3,14-dioxo-3,4,12,14-tetrahydro-1H-pyrano[3',4':6,7]indolizino[1,2-b]quinolin-11-yl)carbamic acid methyl ester